ethyl 1-((6-cyclopropyl-8-(oxetan-3-ylmethyl)imidazo[1,2-a]pyridin-2-yl)methyl)-1H-1,2,3-triazole-4-carboxylate C1(CC1)C=1C=C(C=2N(C1)C=C(N2)CN2N=NC(=C2)C(=O)OCC)CC2COC2